N-((S)-1-(4-(1H-Pyrazol-5-yl)phenyl)ethyl)-4-((R)-3-(3-(trifluoromethyl)phenoxy)pyrrolidin-1-yl)tetrahydro-2H-pyran-4-carboxamide, hydrochloride Cl.N1N=CC=C1C1=CC=C(C=C1)[C@H](C)NC(=O)C1(CCOCC1)N1C[C@@H](CC1)OC1=CC(=CC=C1)C(F)(F)F